8-chloro-N-(2-ethylcyclopropyl)-7,9-dimethyl-pyrido[3',2':4,5]furo[3,2-d]pyrimidin-4-amine hydrochloride Cl.ClC1=C(C2=C(OC3=C2N=CN=C3NC3C(C3)CC)N=C1C)C